1-(3,4-difluorobenzyl)-1H-imidazole-2-carboxylic acid FC=1C=C(CN2C(=NC=C2)C(=O)O)C=CC1F